NC=1N=CN(C(C1C(=O)OC)=O)C1=C(C=C(C=C1Cl)OC1CC1)Cl methyl 4-amino-1-[2,6-dichloro-4-(cyclopropoxy)phenyl]-6-oxo-pyrimidine-5-carboxylate